2-(4-cyclopropyl-6-ethoxy-pyrimidin-5-yl)-5H-pyrrolo[3,2-d]pyrimidine C1(CC1)C1=NC=NC(=C1C=1N=CC2=C(N1)C=CN2)OCC